2,2-dilinoleyl-4-dimethylaminobutyl-[1,3]-dioxolane C(CCCCCCC\C=C/C\C=C/CCCCC)C(CC1OCCO1)(CCN(C)C)CCCCCCCC\C=C/C\C=C/CCCCC